2-(4-cyclopropyl-6-methoxypyrimidin-5-yl)-7-(4-(1-methyl-4-(trifluoromethyl)-1H-imidazol-2-yl)benzyl)thieno[3,2-d]pyrimidine C1(CC1)C1=NC=NC(=C1C=1N=CC2=C(N1)C(=CS2)CC2=CC=C(C=C2)C=2N(C=C(N2)C(F)(F)F)C)OC